1,5-dimethyl-2-pentyl-3-(2-carbamoylethyl)-indole-6-carboxylic acid methyl ester COC(=O)C1=C(C=C2C(=C(N(C2=C1)C)CCCCC)CCC(N)=O)C